C(C1=CC=CC=C1)OC=1C=C(C=CC1OC)C(CNC(\C=C\C1=CC2=C(OCO2)C=C1C)=O)C (E)-N-[2-(3-benzyloxy-4-methoxy-phenyl)propyl]-3-(6-methyl-1,3-benzodioxol-5-yl)prop-2-enamide